[6-[3-(3,3-difluorocyclobutyl)-1H-1,2,4-triazol-5-yl]-2-azaspiro[3.3]heptan-2-yl]-[6-[[1-methyl-5-(trifluoromethyl)pyrazol-3-yl]methyl]-2-azaspiro[3.3]heptan-2-yl]methanone FC1(CC(C1)C1=NNC(=N1)C1CC2(CN(C2)C(=O)N2CC3(C2)CC(C3)CC3=NN(C(=C3)C(F)(F)F)C)C1)F